NC1=CC=C(C[NH-])C=C1 para-aminobenzylamide